2-chloro-5-(2-fluoropropan-2-yl)pyrimidine ClC1=NC=C(C=N1)C(C)(C)F